2-(((1R)-1-(2-(8-hydroxy-3-azabicyclo[3.2.1]octan-3-yl)-3,7-dimethyl-4-oxo-4H-pyrido[1,2-a]pyrimidin-9-yl)ethyl)amino)benzoic acid OC1C2CN(CC1CC2)C=2N=C1N(C(C2C)=O)C=C(C=C1[C@@H](C)NC1=C(C(=O)O)C=CC=C1)C